1,18-octadecendioic acid C(C=CCCCCCCCCCCCCCCC(=O)O)(=O)O